FC1=C(C(=O)NC2=C3C(CC(C3=CC=C2)(C)C)C)C(=CC=C1)C(F)(F)F.[Sn] Tin 2-fluoro-6-(trifluoromethyl)-N-(1,1,3-trimethyl-2,3-dihydro-1H-inden-4-yl)benzamide